Di-methyl fumarate C(\C=C\C(=O)OC)(=O)OC